N-(3-chlorophenyl)benzo[d]isoxazol ClC=1C=C(C=CC1)N1OC2=C(C1)C=CC=C2